C(C)(CC)C1C(NC2=C(CN1C(=O)C1=CNC(C=C1)=O)C=CC=C2)=O 3-(sec-butyl)-4-(6-oxo-1,6-dihydropyridine-3-carbonyl)-1,3,4,5-tetrahydro-2H-benzo[1,4]diazepin-2-one